3-amino-7-oxabicyclo[2.2.1]heptane-2-carboxylic acid NC1C(C2CCC1O2)C(=O)O